ClC=1C=C2C(=NC1N1N=CC=N1)N(C=C2C(=O)C2C[C@H](N([C@@H](C2)C)C2=NC=C(C=C2I)F)C)C(C)C [5-chloro-1-isopropyl-6-(2H-1,2,3-triazol-2-yl)-1H-pyrrolo[2,3-b]pyridin-3-yl][(2R,6R)-1-(5-fluoro-3-iodopyridin-2-yl)-2,6-dimethylpiperidin-4-yl]methanone